3-(3-bromophenyl)-3-((5-methyl-1H-1,2,3-triazol-1-yl)methyl)cyclobutan-1-one BrC=1C=C(C=CC1)C1(CC(C1)=O)CN1N=NC=C1C